C(#N)C1=NC=C(C(=C1)C1=CC=2N(C=C1)N=C(C2)NC(=O)C2CC2)OCC2C[C@H]1CC[C@@H](C2)N1C N-(5-(2-cyano-5-(((1R,3R,5S)-8-methyl-8-azabicyclo[3.2.1]octan-3-yl)methoxy)pyridin-4-yl)pyrazolo[1,5-a]pyridin-2-yl)cyclopropanecarboxamide